C(C)S(=O)(=O)C=1C=C(C=NC1C1=NC=2C(=NC=C(C2)C(F)(F)F)N1C)C(=NO)N 5-(ethylsulfonyl)-N'-hydroxy-6-(3-methyl-6-trifluoromethyl-3H-imidazo[4,5-b]pyridin-2-yl)pyridine-3-carboxamidine